lanthanum fluoride hydrate O.[F-].[La+3].[F-].[F-]